(E)-(tert-butoxycarbonyl)(2-chloro-4-(3-(dimethylamino)acryloyl)phenyl)-carbamic acid tert-butyl ester C(C)(C)(C)OC(N(C1=C(C=C(C=C1)C(\C=C\N(C)C)=O)Cl)C(=O)OC(C)(C)C)=O